OC(CC1(C(=O)N)CC(C(=O)NCC(CO)O)=CC=C1)CO.[N] nitrogen 1,N3-Bis(2,3-dihydroxypropyl)isophthalamide